OC1=C(C=CC=C1)C1=CC2=C(NC(C=3CCN(CC23)C(=O)OC(C)(C)C)=O)N=N1 tert-butyl 9-(2-hydroxyphenyl)-5-oxo-3,4,5,6-tetrahydropyridazino[3,4-c][2,6]naphthyridine-2(1H)-carboxylate